5-Bromo-6-methoxy-2-(oxetan-3-yl)-2H-indazole BrC1=CC2=CN(N=C2C=C1OC)C1COC1